Rel-N-(6-amino-5-methyl-3-pyridyl)-2-[(2R,5S)-5-methyl-2-[2-(trifluoromethyl)-1,3-Benzothiazol-5-Yl]-1-piperidyl]-2-oxo-acetamide NC1=C(C=C(C=N1)NC(C(=O)N1[C@H](CC[C@@H](C1)C)C=1C=CC2=C(N=C(S2)C(F)(F)F)C1)=O)C |o1:12,15|